The molecule is a 2,3-dihydro-3-hydroxyanthranilic acid zwitterion, obtained by transfer of a proton from the carboxylic acid group to the amino group of (2S,3R)-2,3-dihydro-3-hydroxyanthranilic acid. It is an enantiomer of a (2R,3S)-2,3-dihydro-3-hydroxyanthranilic acid zwitterion. It is a tautomer of a (2S,3R)-2,3-dihydro-3-hydroxyanthranilic acid. C1=C[C@H]([C@H](C(=C1)C(=O)[O-])[NH3+])O